COC(=O)C1(CC1)C1NCCCC1 (piperidin-2-yl)-cyclopropanecarboxylic acid methyl ester